FC=1C(=NC=C(C1)C=1N=CC2=C(C=CC=C2C1)C1=CC2=C(N(C(N2C)=O)C)C(=C1)C(C)C)C(=O)OC methyl 3-fluoro-5-(8-(7-isopropyl-1,3-dimethyl-2-oxo-2,3-dihydro-1H-benzo[d]imidazol-5-yl)isoquinolin-3-yl)picolinate